C1=C(C=CC2=CC=CC=C12)N1C2=CC=CC=C2C=2C=CC=CC12 9-(naphthalen-2-yl)-9H-carbazole